N1=CC=C2N1C=CC(=N2)N2CCCC2 1-(pyrazolo[1,5-a]pyrimidine-5-yl)pyrrolidine